ClC=1C=NC(=NC1)CN1CCN(CC1)C(=O)OC(C)(C)C tert-butyl 4-((5-chloropyrimidin-2-yl)methyl)piperazine-1-carboxylate